NC(CCOCCOCCOCCC(C)N)C bis[2-(3-aminobutoxy) ethyl] ether